C1(CC1)CN(C(C1=CC(=CC(=C1)C(F)(F)F)C(F)(F)F)=O)C(C)C=1N(N=CN1)C1=NC=NC(=C1)C1=NC=CC=C1 N-(cyclopropylmethyl)-N-[1-[2-[6-(2-pyridyl)pyrimidin-4-yl]-1,2,4-triazol-3-yl]ethyl]-3,5-bis(tri-fluoromethyl)benzamide